2-(4-ethylpiperazin-1-yl)-4-(phenylamino)pyrazolo[1,5-a][1,3,5]triazine-8-carbonitrile C(C)N1CCN(CC1)C1=NC=2N(C(=N1)NC1=CC=CC=C1)N=CC2C#N